FC1CC(CNC1)CO (5-fluoro-3-piperidinyl)methanol